CC1=CC(=CC(=C1)C)C (e)-1,3,5-trimethylbenzene